5-bromo-N-(4-fluorophenyl)-2-(trifluoromethyl)benzamide BrC=1C=CC(=C(C(=O)NC2=CC=C(C=C2)F)C1)C(F)(F)F